1-(4-(4-coumarinyl)-phenyl)-3-(3-chloro-4-bromophenyl)-2-propen-1-one O1C(=O)C=C(C2=CC=CC=C12)C1=CC=C(C=C1)C(C=CC1=CC(=C(C=C1)Br)Cl)=O